FC=1C=CC(=NC1)C1=CC=C2C(=NN=C(C2=C1)NCC=1N=NC(=CC1)C)C1CCOCC1 7-(5-Fluoropyridin-2-yl)-N-((6-methylpyridazin-3-yl)methyl)-4-(tetrahydro-2H-pyran-4-yl)phthalazin-1-amin